N-(4,4-difluorocyclohexyl)-4-hydroxy-1-(2-morpholinoethyl)-2-oxo-1,2-dihydro-1,8-naphthyridine-3-carboxamide FC1(CCC(CC1)NC(=O)C=1C(N(C2=NC=CC=C2C1O)CCN1CCOCC1)=O)F